4,7,10,13,16,19,22,25,28,31,34,37,40,43,46,49,52,55,58,61,64,67,70,73,76-pentacosaoxanonaheptacontanedioic acid C(CCOCCOCCOCCOCCOCCOCCOCCOCCOCCOCCOCCOCCOCCOCCOCCOCCOCCOCCOCCOCCOCCOCCOCCOCCOCCC(=O)O)(=O)O